FC1C2(CC2CC1)F difluoro-bicyclo[3.1.0]hexane